ClC=1C(=CC2=C(N(CN=C2)C2=C(C=CC=C2C)C)N1)F 7-chloro-1-(2,6-dimethylphenyl)-6-fluoropyrido[2,3-d]pyrimidine